N-((6S,7S)-6-((2,2'-difluoro-[1,1'-biphenyl]-3-yl)methyl)-5-((R)-oxetane-2-carbonyl)-5-azaspiro[2.4]heptan-7-yl)methanesulfonamide FC1=C(C=CC=C1C[C@@H]1N(CC2(CC2)[C@@H]1NS(=O)(=O)C)C(=O)[C@@H]1OCC1)C1=C(C=CC=C1)F